4-(4-(1-(2-((2-((carboxymethyl)amino)-2-oxoethyl)amino)-2-oxoethyl)-1'-methyl-1H,1'H-[4,6'-biindazol]-3-yl)piperidin-1-yl)-4-oxobutanoic acid C(=O)(O)CNC(CNC(CN1N=C(C=2C(=CC=CC12)C1=CC=C2C=NN(C2=C1)C)C1CCN(CC1)C(CCC(=O)O)=O)=O)=O